ethyl 2-((4-((tert-butyloxycarbonyl)amino)-1,3-dihydrofuro[3,4-c]pyridin-7-yl)amino)-2-oxoacetate C(C)(C)(C)OC(=O)NC1=NC=C(C2=C1COC2)NC(C(=O)OCC)=O